3-(1-(oxetan-3-yl)-1H-pyrazol-5-yl)-7,8-dihydro-1,6-naphthyridin O1CC(C1)N1N=CC=C1C=1C=NC=2CCN=CC2C1